N1=C(C=C(C=C1)C1=CC=NC=C1)CC#N 4,4'-bipyridineacetonitrile